COC1=CC=C(C=C1)N(C1=CC=2C3(C4=CC(=CC=C4C2C=C1)N(C1=CC=C(C=C1)OC)C1=CC=C(C=C1)OC)C1=CC(=CC=C1C=1C=CC(=CC13)N(C1=CC=C(C=C1)OC)C1=CC=C(C=C1)OC)N(C1=CC=C(C=C1)OC)C1=CC=C(C=C1)OC)C1=CC=C(C=C1)OC N2,N2,N2',N2',N7,N7,N7',N7'-Octakis(4-methoxyphenyl)-9,9'-spirobi[9H-fluoren]-2,2',7,7'-tetramin